(2R,3S,4S,5R,6S)-2-(Acetoxymethyl)-6-(((2S,3S,4R)-3,4-diacetoxy-2-hexacosanamidooctadecyl)oxy)tetrahydro-2H-pyran-3,4,5-triyl triacetate C(C)(=O)O[C@H]1[C@H](O[C@@H]([C@@H]([C@H]1OC(C)=O)OC(C)=O)OC[C@@H]([C@@H]([C@@H](CCCCCCCCCCCCCC)OC(C)=O)OC(C)=O)NC(CCCCCCCCCCCCCCCCCCCCCCCCC)=O)COC(C)=O